(S)-β-amino-4-(4-cyanophenyl)-butyric acid N[C@H](CC(=O)O)CC1=CC=C(C=C1)C#N